(S)-methyl-2-((S)-2-(6-bromo-4-methoxy-1H-indole-2-carboxamido)-3-cyclopropylpropanamido)-3-((S)-2-oxopiperidin-3-yl)propanoate COC([C@H](C[C@H]1C(NCCC1)=O)NC([C@H](CC1CC1)NC(=O)C=1NC2=CC(=CC(=C2C1)OC)Br)=O)=O